C(CCC)C1=NNC(C2=C(C=CC=C12)OCC1CC1)=O 4-butyl-8-(cyclopropylmethoxy)-phthalazin-1(2H)-one